N-(6-bromo-7-chloroisoquinolin-3-yl)-4-methoxycyclohexane-1-carboxamide BrC=1C=C2C=C(N=CC2=CC1Cl)NC(=O)C1CCC(CC1)OC